[Pb].[Li] Lithium lead